OC=1C=CC=C2C(N(C(=NC12)C)C1C(NC(CC1)=O)=O)=O 3-(8-hydroxy-2-methyl-4-oxo-4H-quinazolin-3-yl)-piperidine-2,6-dione